tert-butyl 4-(3-(hydroxy(6-(trifluoromethyl)pyridin-3-yl)methyl)pyridin-2-yl)piperazine-1-carboxylate OC(C=1C(=NC=CC1)N1CCN(CC1)C(=O)OC(C)(C)C)C=1C=NC(=CC1)C(F)(F)F